benzenesulfonic acid sodium nickel [Ni].[Na].C1(=CC=CC=C1)S(=O)(=O)O